N-[(2-Amino-3-pyridyl)sulfonyl]-6-(4-cyanophenyl)-2-[(4S)-2,2,4-trimethylpyrrolidin-1-yl]pyridin-3-carboxamid NC1=NC=CC=C1S(=O)(=O)NC(=O)C=1C(=NC(=CC1)C1=CC=C(C=C1)C#N)N1C(C[C@@H](C1)C)(C)C